C1CC=CCC1 racemic-3-cyclohexene